CC1CCC(NC1)C1CC(C1)NC(OC(C)(C)C)=O tert-butyl N-[3-(5-methyl-2-piperidyl)Cyclobutyl]carbamate